3-[5-(4,4,5,5-tetramethyl-1,3,2-dioxaborolan-2-yl)pyrrolo[2,3-b]pyridin-1-yl]piperidine-2,6-dione CC1(OB(OC1(C)C)C=1C=C2C(=NC1)N(C=C2)C2C(NC(CC2)=O)=O)C